1-(2-(methoxymethoxy)-4'-(4,4,5,5-tetramethyl-1,3,2-dioxaborolan-2-yl)-[1,1'-biphenyl]-4-yl)-1H-1,2,4-triazole COCOC1=C(C=CC(=C1)N1N=CN=C1)C1=CC=C(C=C1)B1OC(C(O1)(C)C)(C)C